CC(CC=CCC)O 4-hepten-2-ol